methyl 2-(4,4'-dimethoxy-2'-nitro-[1,1'-biphenyl]-2-yl)acetate COC1=CC(=C(C=C1)C1=C(C=C(C=C1)OC)[N+](=O)[O-])CC(=O)OC